hexyl N,N-dimethylcarbamate CN(C(OCCCCCC)=O)C